CN(C1=CC=CC=2C=3C(CN(C3C=CC21)C(N)=N)C)C 6-(Dimethylamino)-1-methyl-1,2-dihydro-3H-benzo[e]indole-3-carboximidamide